C1(=CC=CC=C1)S(=O)(=O)OC(C(C(C)OC(C1=CC=CC=C1)=O)CCCC)C 3-butyl-2,4-pentanediol benzoate benzenesulfonate